norbornene-5,6-dicarboxylic acid imide C12C=CC(C(C1C(=O)O)C(O)=N)C2